C(CCCCCCC)NS(=O)=O.[Na] sodium N-octylsulfonamide